The molecule is an L-alpha-amino acid that is L-cysteine in which the hydrogen attached to the sulfur is replaced by a 1,2-dichlorovinyl group. It is an organochlorine compound, a monocarboxylic acid, a L-cysteine thioether and a non-proteinogenic L-alpha-amino acid. C([C@@H](C(=O)O)N)S/C(=C/Cl)/Cl